(2E)-3-(3-Methylsulfonylphenyl)prop-2-enal tert-butyl-(2S,SR)-4-((4-fluorophenyl)(3-fluoropyridin-2-yl)methyl)-2,5-dimethylpiperazine-1-carboxylate C(C)(C)(C)OC(=O)N1[C@H](CN([C@H](C1)C)C(C1=NC=CC=C1F)C1=CC=C(C=C1)F)C.CS(=O)(=O)C=1C=C(C=CC1)/C=C/C=O |&1:11|